8-Bromoguanosine-5'-O-monophosphate P(=O)(O)(O)OC[C@@H]1[C@H]([C@H]([C@@H](O1)N1C(=NC=2C(=O)NC(N)=NC12)Br)O)O